NCC1(CC(CC1)N1C(C2=CC=CC=C2C1=O)=O)O 2-(3-(aminomethyl)-3-hydroxycyclopentyl)isoindoline-1,3-dione